8-hydroxy-7-((R)-5H-imidazo[5,1-a]isoindol-5-yl)-5,6,7,8-tetrahydroquinoline-3-carbonitrile OC1C(CCC=2C=C(C=NC12)C#N)[C@H]1N2C(C3=CC=CC=C13)=CN=C2